N-methyl-6-(2-methyl-4-((4-(4-methylthiophen-2-yl)phthalazin-1-yl)amino)phenyl)-8,9-dihydroimidazo[1',2':1,6]pyrido[2,3-d]pyrimidin-2-amine TFA salt OC(=O)C(F)(F)F.CNC=1N=CC2=C(N1)N1C(C(=C2)C2=C(C=C(C=C2)NC2=NN=C(C3=CC=CC=C23)C=2SC=C(C2)C)C)=NCC1